N[C@@H](C)C(=O)O.[Ca] Calcium Alanine